FC1=CC(=C(C=C1)N1C(SC=C1C=1C=C(C(=O)NCCCCC=2SC=CC2)C=CC1)=O)OC 3-(3-(4-fluoro-2-methoxyphenyl)-4-thiazolinonyl)-N-(4-(thiophen-2-yl)butyl)benzamide